8-cyclopentyl-2-((3-fluoro-4-(2-oxopiperazin-1-yl)phenyl)amino)-7-oxo-7,8-dihydropyrido[2,3-d]pyrimidine-6-carbonitrile C1(CCCC1)N1C(C(=CC2=C1N=C(N=C2)NC2=CC(=C(C=C2)N2C(CNCC2)=O)F)C#N)=O